dimethyl-(ethoxy)borane CB(OCC)C